ClC1=NC(=C(N=C1C)C)Cl 2,6-dichloro-3,5-dimethylpyrazine